N-{3-[({2-[(4-{[(2-hydroxy-2-methylpropyl)amino]methyl}phenyl)amino]-5-(trifluoromethyl)pyrimidin-4-yl}amino)methyl]pyridin-2-yl}-N-methylmethanesulfonamide OC(CNCC1=CC=C(C=C1)NC1=NC=C(C(=N1)NCC=1C(=NC=CC1)N(S(=O)(=O)C)C)C(F)(F)F)(C)C